O1C(CC=CC1=O)=O 1,3-dihydropyran-2,6-dione